6-(chloromethyl)-4-ethoxynicotinonitrile ClCC1=NC=C(C#N)C(=C1)OCC